C(CCCCCCC)OS(=O)(=O)C1=CC=CC=C1.[Mg] magnesium octylbenzenesulfonate